5-chloro-8-methoxy-chroman-4-one ClC1=C2C(CCOC2=C(C=C1)OC)=O